N-linoleoyl-sarcosine potassium [K].C(CCCCCCC\C=C/C\C=C/CCCCC)(=O)N(C)CC(=O)O